N-(5-(cinnolin-6-yl)thiazol-2-yl)-1-methylpiperidine-4-carboxamide N1=NC=CC2=CC(=CC=C12)C1=CN=C(S1)NC(=O)C1CCN(CC1)C